NC1=CC=CC(=N1)S(=O)(=O)NC(=O)C=1C(=NC(=C(C1)C)C)OC1=C(C=C(C=C1C)C)C N-[(6-Amino-2-pyridyl)sulfonyl]-5,6-dimethyl-2-(2,4,6-trimethylphenoxy)pyridin-3-carboxamid